2,6,7-trioxo-1-phosphabicyclo[2.2.2]octane-4-methanol-1-oxide O=C1P2(C(CC(C1)(CC2=O)CO)=O)=O